cyclohexylmandelate hydrochloride Cl.C1(CCCCC1)OC(C(O)C1=CC=CC=C1)=O